C[C@@]1([C@@H](CCC1)C1=NOC2=CC=C3C=NC(=NC3=C21)SC)O (1R,2S)-1-methyl-2-(2-(methylthio)isoxazolo[5,4-h]quinazolin-9-yl)cyclopentan-1-ol